NC1=C(C=C2C(=N1)NN=C2)C#N 6-amino-1H-pyrazolo[3,4-b]pyridine-5-carbonitrile